C(O[C@H]1CN(CC1(F)F)C=1C=2N(N=C(C1)C=1C(NC(NC1)=O)=O)C=CN2)(OCC(F)(F)F)=O (S)-1-(6-(2,4-dioxo-1,2,3,4-tetrahydropyrimidin-5-yl)imidazo[1,2-b]pyridazin-8-yl)-4,4-difluoropyrrolidin-3-yl (2,2,2-trifluoroethyl) carbonate